C(C)(=O)C=1C(=NC(=CC1)C=1C=NN2C1C=CC(=C2)NC=2N=NC(=CC2)CN2CC(C2)F)N2N=C(C=C2C)C#N 1-[3-acetyl-6-[6-[[6-[(3-fluoroazetidin-1-yl)methyl]pyridazin-3-yl]amino]pyrazolo[1,5-a]pyridin-3-yl]pyridin-2-yl]-5-methylpyrazole-3-carbonitrile